C(C)(C)(C)OC(=O)N1[C@H](C[C@H](C1)O)C(=O)O (4R)-1-(tert-butoxycarbonyl)-4-hydroxy-D-proline